NC1=C(C=CC(=C1)OC(F)(F)F)C(=O)N1CCC(CC1)C1=C2C(=NC=C1)NC(=N2)[C@@H]2CNCCCC2 [2-amino-4-(trifluoromethoxy)phenyl]-[4-[2-[(3S)-azepan-3-yl]-3H-imidazo[4,5-b]pyridin-7-yl]-1-piperidyl]methanone